C(#C)[C@]1(C(N([C@@H](C1)C(F)(F)F)C)=O)O (3R,5S)-3-Ethynyl-3-hydroxy-1-methyl-5-(trifluoromethyl)pyrrolidin-2-one